C(CCCC)C1=C(SC=C1)C=1SC=CC1 3-pentyl-[2,2'-bithiophene]